ClC1=CC2=C(S1)C=CC=C2N2CCN(CC2)CCCCOC=2C=CC=1C3C(C(NC1C2)=O)C3 5-(4-(4-(2-chlorobenzo[b]thiophen-4-yl)piperazin-1-yl)butoxy)-1,1a,3,7b-tetrahydro-2H-cyclopropa[c]quinolin-2-one